N-((2S)-5-hydroxy-1-oxo-1-(((2S)-6,6,6-trifluoro-1-hydroxy-1-(thiazol-2-yl)hexan-2-yl)amino)hexan-2-yl)-2-(m-tolyl)thiazole-5-carboxamide OC(CC[C@@H](C(N[C@H](C(C=1SC=CN1)O)CCCC(F)(F)F)=O)NC(=O)C1=CN=C(S1)C=1C=C(C=CC1)C)C